(R)-N-(2-fluoro-3-hydroxy-3-methylbutyl)-4-(isopropylamino)-6-(pyrimidin-5-yl)pyrrolo[1,2-b]pyridazine-3-carboxamide F[C@H](CNC(=O)C1=C(C=2N(N=C1)C=C(C2)C=2C=NC=NC2)NC(C)C)C(C)(C)O